CC=1C=C(SC1C1=CC=C(C=C1)S(=O)(=O)[C@@H]1CC[C@H](CC1)NC1=NC=C(C=C1)C(F)(F)F)C(=O)N 4-Methyl-5-(4-((trans-4-((5-(trifluoromethyl)pyridin-2-yl)amino)cyclohexyl)sulfonyl)phenyl)thiophene-2-carboxamide